Thianamine S1C(CCCC1)N